4-vinylbenzyl-bis(hydroxymethyl)phosphine oxide C(=C)C1=CC=C(CP(CO)(CO)=O)C=C1